FC(C=1C=CC(=C2C=CC=NC12)N1C[C@@H](C[C@@H](C1)C)NCCOC)F (3R,5S)-1-[8-(difluoromethyl)quinolin-5-yl]-N-(2-methoxyethyl)-5-methylpiperidin-3-amine